N1C(=NC2=C1C=CC=C2)C2=CC=CC(=N2)ON2CC(CC2)N2C(C=CC=C2C2=NC1=C(N2)C=CC=C1)[NH-] 1-(1-(6-(1H-benzo[d]imidazol-2-yl)pyridinyloxy)pyrrolidin-3-yl)-6-(1H-benzo[d]imidazol-2-yl)pyridinylamide